ClC=1C(=C(C=CC1)\C(\C(=O)OC)=N/OC)CO\N=C(/COC)\C1=CC=C(C=C1)F methyl (2E)-2-[3-chloro-2-[[(Z)-[1-(4-fluorophenyl)-2-methoxy-ethylidene]amino]oxy-methyl]phenyl]-2-methoxyimino-acetate